tert-Butyl 5-(benzylthio)1-hydroxyisoindoline-2-carboxylate C(C1=CC=CC=C1)SC=1C=C2CN(C(C2=CC1)O)C(=O)OC(C)(C)C